FC(CN1C=CC=2CNC=CC21)(F)F 1-(2,2,2-trifluoroethyl)-1H,4H,5H-pyrrolo[3,2-c]pyridin